Cl.NCC1=CC=C(C=C1)S(=O)(=O)CCC(=O)OC Methyl 3-(4-(aminomethyl)phenylsulfonyl)propanoate Hydrochlorid